C(C)(C)(C)OC(C(CCNC1=C(CN2CCCC23CCN(CC3)C(=O)OC(C)(C)C)C=CC(=C1)C(F)(F)F)(C)C)=O tert-butyl 1-(2-((4-(tert-butoxy)-3,3-dimethyl-4-oxobutyl)amino)-4-(trifluoromethyl)benzyl)-1,8-diazaspiro[4.5]decane-8-carboxylate